C(C)(C)(C)OC(=O)N(CCN(C=1C=C2CCN(CC2=C(C1)C(=O)OC)C(C(F)(F)F)=O)C)C methyl 6-((2-((tert-butoxycarbonyl)(methyl)amino)ethyl)(methyl)amino)-2-(2,2,2-trifluoroacetyl)-1,2,3,4-tetrahydroisoquinoline-8-carboxylate